OC1=CC=C(C(=C1CC1=CC(=C(C(=C1)C(C)(C)C)O)C(C)(C)C)CC1=CC(=C(C(=C1)C(C)(C)C)O)C(C)(C)C)CC1=CC(=C(C(=C1)C(C)(C)C)O)C(C)(C)C 6-hydroxy-tris(3,5-di-tert-butyl-4-hydroxybenzyl)benzene